CN1N=CC2=C1N=CN(C2=O)NC2=CC(=CC=C2)Cl 1-methyl-5-(3-chloroanilino)-1,5-dihydro-4H-pyrazolo[3,4-d]pyrimidine-4-one